(+)-ethyl 2-(2-((7-(3-(1-amino-2-fluoroethyl)phenyl)benzofuran-5-yl)methoxy)phenyl)acetate NC(CF)C=1C=C(C=CC1)C1=CC(=CC=2C=COC21)COC2=C(C=CC=C2)CC(=O)OCC